(4-propylbenzylidene)-1-allyl-sorbitol C(CC)C1=CC=C(C=C([C@H]([C@H]([C@@H]([C@H](C(O)CC=C)O)O)O)O)O)C=C1